BrC=1C=C2C(=NC(=NC2=CC1F)O)O 6-bromo-7-fluoroquinazoline-2,4-diol